tert-butyl 1-((3-(4-acetamidobenzyl)ureido)methyl)-6-azaspiro[2.5]octane-6-carboxylate C(C)(=O)NC1=CC=C(CNC(NCC2CC23CCN(CC3)C(=O)OC(C)(C)C)=O)C=C1